[Zn+].C1(=CC=CC=C1)C1=C2C=CC(C(=C3C=CC(=C(C=4C=CC(=C(C5=CC=C1N5)C5=CC=CC=C5)N4)C4=CC=CC=C4)N3)C3=CC=CC=C3)=N2 tetraphenylporphyrin zinc (i)